O[C@@H]1CCN(CCC1)C1=C(C=C(C=C1)C(F)(F)F)NC(=O)C=1OC(=CC1)C1CCOCC1 (S)-N-(2-(4-hydroxyazepan-1-yl)-5-(trifluoromethyl)-phenyl)-5-(tetrahydro-2H-pyran-4-yl)furan-2-carboxamide